N-[3-({[2-({4-[(3-hydroxypiperidin-1-yl)carbonyl]phenyl}amino)-5-(trifluoromethyl)pyrimidin-4-yl]amino}methyl)pyridin-2-yl]-N-methylmethane-sulfonamide OC1CN(CCC1)C(=O)C1=CC=C(C=C1)NC1=NC=C(C(=N1)NCC=1C(=NC=CC1)N(S(=O)(=O)C)C)C(F)(F)F